N-(3-fluoro-5-((1-(trifluoromethyl)cyclopropyl)ethynyl)phenyl)-N-methyl-8-(trifluoromethyl)-[1,2,4]triazolo[4,3-a]quinazolin-5-amine FC=1C=C(C=C(C1)C#CC1(CC1)C(F)(F)F)N(C1=NC=2N(C3=CC(=CC=C13)C(F)(F)F)C=NN2)C